N-[7-methoxy-4-(oxan-4-yl)-1H-1,3-benzodiazol-2-yl]-3-(2-methoxyethyl)pyrrolidine-1-carboxamide COC1=CC=C(C2=C1NC(=N2)NC(=O)N2CC(CC2)CCOC)C2CCOCC2